3,3'-Thiodipropionic acid didodecyl ester C(CCCCCCCCCCC)OC(CCSCCC(=O)OCCCCCCCCCCCC)=O